FC=1C=C(C=CC1F)C1=C(C=CC(=C1)F)[N+](=O)[O-] 3',4',5-trifluoro-2-nitro-1,1'-biphenyl